C1(CCCCC1)C[C@H](C(=O)N1CC2(CCCC2)[C@](CC1)(O)CN1C(C=C(C(=C1)C(=O)N1CCN(CC1)C)C1=CC=CC=C1)=O)C 1-(((S)-7-((R)-3-Cyclohexyl-2-methylpropanoyl)-10-hydroxy-7-azaspiro[4.5]decan-10-yl)methyl)-5-(4-methylpiperazin-1-carbonyl)-4-phenylpyridin-2(1H)-on